OC1=C(C(=O)NC2=CC=C(C=C2)C(=O)N2CCOCC2)C=C(C(=C1)O)C(C)C 2,4-dihydroxy-5-isopropyl-N-(4-(morpholine-4-carbonyl)phenyl)benzamide